4-(4-((1R,5S)-3,8-diazabicyclo[3.2.1]octan-3-yl)-8-fluoro-2-((2-fluorotetrahydro-1H-pyrrolizin-7a(5H)-yl)methoxy)pyrido[4,3-d]pyrimidin-7-yl)-5-fluoronaphthalen-2-ol [C@H]12CN(C[C@H](CC1)N2)C=2C1=C(N=C(N2)OCC23CCCN3CC(C2)F)C(=C(N=C1)C1=CC(=CC2=CC=CC(=C12)F)O)F